F[C@@H]1C[C@H](N(C1)C(C(CN1N=CN=C1)C)=O)C(=O)N[C@H](C1=CC=C(C=C1)C(C)C)C1=CC=CC=C1 (2S,4R)-4-fluoro-1-[2-methyl-3-(1H-1,2,4-triazol-1-yl)propanoyl]-N-[(S)-phenyl[4-(propan-2-yl)phenyl]methyl]pyrrolidine-2-carboxamide